[6-(3-cyclopropyl-1,2,4-triazol-1-yl)-2-azaspiro[3.3]heptan-2-yl]-[3-[4-(trifluoromethoxy)phenyl]azetidin-1-yl]methanone C1(CC1)C1=NN(C=N1)C1CC2(CN(C2)C(=O)N2CC(C2)C2=CC=C(C=C2)OC(F)(F)F)C1